1,1-difluoro-1,9a-dihydropyrido[2,1-c][1,4]thiazine-3,4-dicarboxylic acid cyclohexyl ester C1(CCCCC1)OC(=O)C1=C(N2C(C(S1)(F)F)C=CC=C2)C(=O)O